CNC1CN(CC1)C=1C=NC(=NC1)C(=O)N 5-(3-(methylamino)pyrrolidin-1-yl)pyrimidine-2-carboxamide